tert-butyl (7R)-4-hydroxy-7-methyl-1-oxa-8-azaspiro[4.5]dec-3-ene-8-carboxylate OC1=CCOC12C[C@H](N(CC2)C(=O)OC(C)(C)C)C